(1S,4s)-4-(2-((1R,3S)-3-hydroxycyclopentylamino)-8-(2,4,6-trichlorophenylamino)-9H-purin-9-yl)cyclohexanecarboxamide O[C@@H]1C[C@@H](CC1)NC1=NC=C2N=C(N(C2=N1)C1CCC(CC1)C(=O)N)NC1=C(C=C(C=C1Cl)Cl)Cl